[(2S)-8-chloro-2-methyl-2,3-dihydro-1,4-benzoxazin-4-yl]-(5-iodo-2-methyl-phenyl)methanone ClC1=CC=CC=2N(C[C@@H](OC21)C)C(=O)C2=C(C=CC(=C2)I)C